(4-((E)-2-(6-((E)-(2-oxo-4-phenylpyrrolidin-3-ylidene)methyl)-1H-indazol-3-yl)vinyl)benzyl)piperazin-2-one O=C\1NCC(/C1=C\C1=CC=C2C(=NNC2=C1)/C=C/C1=CC=C(CN2C(CNCC2)=O)C=C1)C1=CC=CC=C1